CC1(C[C@H](C(N1)=O)C[C@@H](C(=O)OC)NC(=O)[C@H]1NCC2(C1)CCCCC2)C (S)-methyl 3-((R)-5,5-dimethyl-2-oxopyrrolidin-3-yl)-2-((S)-2-azaspiro[4.5]decane-3-carboxamido)propanoate